C1(C=CC(N1C1=NC=CC=C1N1C(C=CC1=O)=O)=O)=O 2,3-bismaleimidopyridine